CC1=CC(=CO1)[C@H]1N(OCC1)C(=O)C1CCN(CC1)C1=NC=CC(=N1)C#N (S)-2-(4-(3-(5-methylfuran-3-yl)isoxazolidin-2-carbonyl)piperidin-1-yl)pyrimidine-4-carbonitrile